methyl-sulfonic acid choline OCC[N+](C)(C)C.CS(=O)(=O)O